ClC=1C(=CC(=NC1)N)OC 5-chloro-4-methoxypyridin-2-amine